1-methyl-3-(2,2,2-trifluoroethyl)-imidazolium CN1C=[N+](C=C1)CC(F)(F)F